2-(4-fluoro-2-(2-fluoropyridin-4-yl)-6-isopropylphenyl)acetic acid tert-butyl ester C(C)(C)(C)OC(CC1=C(C=C(C=C1C(C)C)F)C1=CC(=NC=C1)F)=O